CC=1N=C(NC1)CC(=O)O (4-METHYL-1H-IMIDAZOL-2-YL)-ACETIC ACID